1-[(2R,3R,4S,5R)-5-{[bis(4-methoxyphenyl)(phenyl)methoxy]methyl}-3,4-dihydroxyoxacyclopent-2-yl]-3H-pyrimidine-2,4-dione COC1=CC=C(C=C1)C(OC[C@@H]1[C@H]([C@H]([C@@H](O1)N1C(NC(C=C1)=O)=O)O)O)(C1=CC=CC=C1)C1=CC=C(C=C1)OC